C(C)(=O)OC1CNCCNC1 1,4-diazepan-6-yl acetate